5-(6-Methoxy-5-((1S,2R)-2-vinylcyclopropyl)pyridazin-3-yl)pyrimidine COC1=C(C=C(N=N1)C=1C=NC=NC1)[C@@H]1[C@H](C1)C=C